COC1=CC=C(C=C1)CNC(=O)C1=CSC=C1C N-[(4-Methoxyphenyl)methyl]-4-methylthiophene-3-carboxamide